C1=CC=C(C=C1)C2=NN=NC=C2N Aminophenyltriazine